FC(C=1C=C(C=NC1)N1C[C@@H](CCC1)NC(OC(C)(C)C)=O)(F)F tert-butyl (R)-(1-(5-(trifluoromethyl)pyridin-3-yl)piperidin-3-yl)carbamate